F[C@@H]1CN(CC[C@H]1N)S(=O)(=O)C (3R,4R)-3-fluoro-1-methanesulfonylpiperidin-4-amine